lithio 3-[(tert-butoxycarbonyl)amino]-2-[[(tert-butoxycarbonyl)amino]methyl]propanoate C(C)(C)(C)OC(=O)NCC(C(=O)O[Li])CNC(=O)OC(C)(C)C